[5-chloro-2-(3-methoxyazetidin-1-yl)-4-pyridyl]methanol ClC=1C(=CC(=NC1)N1CC(C1)OC)CO